4-(3-bromo-N-methyl-anilino)-7-chloro-1-methyl-quinazolin-2-one BrC=1C=C(N(C)C2=NC(N(C3=CC(=CC=C23)Cl)C)=O)C=CC1